C(C(=O)C(=O)[O-])(=O)[O-].[Na+].[Na+] Sodium Mesoxalate